1,2,3,4-tetrahydro-4-methylquinoline CC1CCNC2=CC=CC=C12